OC1=CC=NC2=NC(=CC=C12)O 4,7-dihydroxynaphthyridine